NC1=NC2=CC(=CC=C2C=C1F)CN(C(=O)C=1C=NC=CC1)C=1C(=NC=C(C1)C(F)(F)F)S(=O)(=O)C N-[(2-amino-3-fluoroquinolin-7-yl)methyl]-N-[2-methanesulfonyl-5-(trifluoromethyl)pyridin-3-yl]pyridine-3-carboxamide